2,5-Dimethyl-4H-benzo[d][1,3]oxazin-4-one CC=1OC(C2=C(N1)C=CC=C2C)=O